COC=1C=C(C=CC1)N(C(=O)OC1=CC=C(C=C1)[N+](=O)[O-])CC1=CC=C(C(=O)OC)C=C1 methyl 4-(((3-methoxyphenyl)((4-nitrophenoxy)carbonyl)amino)methyl)benzoate